(1R)-1-[(3aR,5R,6R,6aR)-6-benzyloxy-2,2-dimethyl-3a,5,6,6a-tetrahydrofuro[2,3-d][1,3]dioxol-5-yl]ethane-1,2-diol C(C1=CC=CC=C1)O[C@@H]1[C@H](O[C@@H]2OC(O[C@@H]21)(C)C)[C@@H](CO)O